4,4'-(bicyclo[2.2.1]hept-5-en-2-ylmethylene)bis(2,6-di-tert-butylphenol) C12C(CC(C=C1)C2)C(C2=CC(=C(C(=C2)C(C)(C)C)O)C(C)(C)C)C2=CC(=C(C(=C2)C(C)(C)C)O)C(C)(C)C